N[C@@H](C(C)C)C(=O)N[C@@H](C(C)C)C(=O)O[C@H]1C[C@H](CC1)NCC=1SC(=CC1)C1=CC(=CC=C1)[C@@H](C)NC(C1=C(C=CC(=C1)OC1CNC1)C)=O (1R,3S)-3-(((5-(3-((R)-1-(5-(azetidin-3-yloxy)-2-methylbenzamido) ethyl)phenyl)thiophen-2-yl)methyl)amino)cyclopentyl L-valyl-L-valinate